(5R)-5-(aminomethyl)-N-(4-chlorophenyl)-N-methyl-5,6,7,8-tetrahydronaphthalen-2-amine NC[C@H]1C=2C=CC(=CC2CCC1)N(C)C1=CC=C(C=C1)Cl